FC1=C(C=C(C(=C1)F)F)CC(CC=O)=O 4-(2,4,5-Trifluorophenyl)-1,3-butanedione